tert-Butyl 2-[1-[6-methyl-2-(1-methyl-2-oxo-3H-pyrrolo[2,3-b]pyridin-6-yl)-4-oxo-chromen-8-yl]ethylamino]benzoate CC=1C=C2C(C=C(OC2=C(C1)C(C)NC1=C(C(=O)OC(C)(C)C)C=CC=C1)C1=CC=C2C(=N1)N(C(C2)=O)C)=O